C(C1CO1)OCC=1C=C(C=C)C=C(C1COCC1CO1)COCC1CO1 3,4,5-triglycidyloxymethyl-styrene